C1(=CC=CC2=CC=CC=C12)[C@@H](C)NC(=O)C1=C(C(=O)O)C=CC=C1 N-[(R)-1-(1-naphthyl)ethyl]-o-carbamoylbenzoic acid